FC=1C(=NC(=NC1)SC)C=1C=NN(C1)C1=C(C=C(C=C1)[N+](=O)[O-])N1CCC2(CC2)CC1 6-(2-(4-(5-fluoro-2-(methylthio)pyrimidin-4-yl)-1H-pyrazol-1-yl)-5-nitrophenyl)-6-azaspiro[2.5]octane